tert-butyl (2S,6R)-4-[8-[(2-ethynyl-8-fluoro-imidazo[1,2-a]pyridin-6-yl)carbamoyl]-2-methoxy-quinazolin-5-yl]-2,6-dimethyl-piperazine-1-carboxylate C(#C)C=1N=C2N(C=C(C=C2F)NC(=O)C=2C=CC(=C3C=NC(=NC23)OC)N2C[C@@H](N([C@@H](C2)C)C(=O)OC(C)(C)C)C)C1